1-[(2R,4S,5R)-4-[(tert-butyldimethylsilyl)oxy]-5-{[(tert-butyldimethylsilyl)oxy]methyl}-5-cyclopropyloxolan-2-yl]-5-fluoro-3H-pyrimidine-2,4-dione [Si](C)(C)(C(C)(C)C)O[C@H]1C[C@@H](O[C@]1(C1CC1)CO[Si](C)(C)C(C)(C)C)N1C(NC(C(=C1)F)=O)=O